(4-hydroxyphenyl)(phenyl)methanone tert-Butyl-5-(4-benzamidophenyl)-3,4-dihydropyridine-1(2H)-carboxylate C(C)(C)(C)OC(=O)N1CCCC(=C1)C1=CC=C(C=C1)NC(C1=CC=CC=C1)=O.OC1=CC=C(C=C1)C(=O)C1=CC=CC=C1